1-benzyl-4-(4-nitrophenyl)-2-phenyl-1H-imidazole C(C1=CC=CC=C1)N1C(=NC(=C1)C1=CC=C(C=C1)[N+](=O)[O-])C1=CC=CC=C1